NC=1N=NC(=CC1N1CCN(CC1)C=1C=C(C(=O)O)C=CC1)Cl 3-(4-(3-amino-6-chloropyridazin-4-yl)piperazin-1-yl)benzoic acid